FC1=C(\C=N\NC(=O)C2=NC(=CN=C2)C2=CC=C(C=C2)O)C=C(C=C1)OC (E)-N'-(2-fluoro-5-methoxybenzylidene)-6-(4-hydroxyphenyl)pyrazine-2-carbohydrazide